Ethyl (2S)-2-[[(2S)-2-(tert-butoxycarbonylamino)-3-methyl-butanoyl]amino]-4-(1-methyl-5-nitro-benzimidazol-2-yl)butanoate C(C)(C)(C)OC(=O)N[C@H](C(=O)N[C@H](C(=O)OCC)CCC1=NC2=C(N1C)C=CC(=C2)[N+](=O)[O-])C(C)C